N-(4-cyano-1-cyclopropyl-1H-pyrazol-5-yl)-2-cyclopropylacetamide C(#N)C=1C=NN(C1NC(CC1CC1)=O)C1CC1